2-hydroxy-1,3-bisacryloyloxypropane OC(COC(C=C)=O)COC(C=C)=O